Cl.Cl.Cl.C1(CC1)CN1C(=CC=2C1=NC=CC2)C2=NC1=C(N2C)C=CC(=C1)C(=O)N[C@H]1CNC[C@@H]1NC(\C=C\CN(C)C)=O [1-(cyclopropylmethyl)-1H-pyrrolo[2,3-b]pyridin-2-yl]-N-[(3S,4S)-4-[(2E)-4-(dimethylamino)but-2-enamido]pyrrolidin-3-yl]-1-methyl-1H-1,3-benzodiazole-5-carboxamide trihydrochloride